azobis(2-aminopropane) N(=NCC(C)N)CC(C)N